2-(7-azabicyclo[2.2.1]heptan-7-yl)-N-(2-(4,4-difluorocyclohexyl)-4-(2,5-difluorophenyl)pyridin-3-yl)pyrimidine-5-carboxamide C12CCC(CC1)N2C2=NC=C(C=N2)C(=O)NC=2C(=NC=CC2C2=C(C=CC(=C2)F)F)C2CCC(CC2)(F)F